ClC1=CC2=C(N=CNC2=O)N1C1=CC(=C(C=C1)C1N(CCOC1)C(=O)OC(C)(C)C)F tert-Butyl 3-(4-(6-chloro-4-oxo-3,4-dihydro-7H-pyrrolo[2,3-d]pyrimidin-7-yl)-2-fluorophenyl)morpholine-4-carboxylate